tert-butyl ((1r,4r)-4-((tert-butoxycarbonyl)amino)cyclohexyl)(2-(4-(2-carbamoyl-6-fluorophenyl)thiophen-2-yl)-2-phenylethyl)carbamate C(C)(C)(C)OC(=O)NC1CCC(CC1)N(C(OC(C)(C)C)=O)CC(C1=CC=CC=C1)C=1SC=C(C1)C1=C(C=CC=C1F)C(N)=O